4-ethynyl-1-(2,2,2-trifluoroethyl)piperidine C(#C)C1CCN(CC1)CC(F)(F)F